o-iodomethylstyrene ICC1=C(C=C)C=CC=C1